3-([3,4'-bipyridin]-2-yloxy)-N-methyl-5-(1-methyl-1H-pyrazol-4-yl)benzamide N1=C(C(=CC=C1)C1=CC=NC=C1)OC=1C=C(C(=O)NC)C=C(C1)C=1C=NN(C1)C